1-tert-butyl-2-methyl-3-oxopyrrolidine C(C)(C)(C)N1C(C(CC1)=O)C